4-((4-(1-Isopropyl-1H-pyrazol-4-yl)pyridin-2-yl) ((4-(4-methoxy-3-methylphenyl)bicyclo[2.2.2]octan-1-yl)methyl) carbamoyl)cyclohexyl(4-hydroxybutyl)trans-carbamate C(C)(C)N1N=CC(=C1)C1=CC(=NC=C1)N(C(=O)C1CCC(CC1)N(C([O-])=O)CCCCO)CC12CCC(CC1)(CC2)C2=CC(=C(C=C2)OC)C